C(CCC)C=1N=C2N(C=CC(=C2)OC\C(\CNC(OC(C)(C)C)=O)=C\F)C1 tert-butyl (E)-(2-(((2-butylimidazo[1,2-a]pyridin-7-yl)oxy)methyl)-3-fluoroallyl)carbamate